C(C)(C)C1(CC=2C=C(C(=NC2C=N1)OC)OCCCOC)C 6-isopropyl-2-methoxy-3-(3-methoxypropoxy)-6-methyl-5H-1,7-naphthyridine